C(=O)O.COC(=O)C1CC12CNCC2 5-azaspiro[2.4]heptane-1-carboxylic acid methyl ester formate